bis(((1S,2S,4S)-2-(methoxymethyl)-3-oxoquinuclidin-2-yl)methyl) ((1R,2S)-cyclohexane-1,2-diyl)dicarbamate [C@@H]1([C@H](CCCC1)NC(OC[C@@]1(N2CCC(C1=O)CC2)COC)=O)NC(OC[C@@]2(N1CCC(C2=O)CC1)COC)=O